1-(4-(7-(2-hydroxynaphthalen-1-yl)-6-(trifluoromethyl)quinazolin-4-yl)piperazin-1-yl)prop-2-en-1-one OC1=C(C2=CC=CC=C2C=C1)C1=C(C=C2C(=NC=NC2=C1)N1CCN(CC1)C(C=C)=O)C(F)(F)F